5,6,7,8-tetrahydro-3-hydroxy-2-[(1R)-2-hydroxy-1-methylethyl]-8,8-dimethyl-1,4-phenanthrenedione OC1=C(C(C2=CC=C3C(CCCC3=C2C1=O)(C)C)=O)[C@H](CO)C